4-((tert-Butyldiphenylsilyl)oxy)-2-methylenebutan-1-ol [Si](C1=CC=CC=C1)(C1=CC=CC=C1)(C(C)(C)C)OCCC(CO)=C